COC1=CC=C(C=C1)/C(=C\C1=CC=C(C=C1)OC)/C1=C(C=CC=C1)C1=C(C=CC(=C1)OC)P(C1=CC=CC=C1)C1=CC=CC=C1 (E)-(2'-(1,2-bis(4-methoxyphenyl)vinyl)-5-methoxy-[1,1'-biphenyl]-2-yl)diphenylphosphine